ClC=1C(=C(C=CC1)NC1=NC=NC2=CC(=C(C=C12)OC(C)C1=NN(C=C1)C(F)F)OC)F N-(3-chloro-2-fluorophenyl)-6-(1-(1-(difluoromethyl)-1H-pyrazol-3-yl)ethoxy)-7-methoxyquinazolin-4-amine